2-(1-(3-isopropyl-1H-pyrazol-5-yl)-2-methylpropyl)hydrazine-1-carboxylic acid ethyl ester C(C)OC(=O)NNC(C(C)C)C1=CC(=NN1)C(C)C